1-(2-aminopyrimidin-4-yl)-6-((1-hydroxycyclohexyl)ethynyl)-N-(2-methoxyethyl)-1H-indole-2-carboxamide NC1=NC=CC(=N1)N1C(=CC2=CC=C(C=C12)C#CC1(CCCCC1)O)C(=O)NCCOC